3-((3-bromo-4-methoxyphenyl)sulfonyl)dihydrofuran-2(3H)-one BrC=1C=C(C=CC1OC)S(=O)(=O)C1C(OCC1)=O